4-(2-chlorophenyl)-1-((2-hydroxypropyl)amino)-6-(trifluoromethyl)-3H-pyrido[1,2-c]pyrimidin-3-one ClC1=C(C=CC=C1)C1=C2N(C(=NC1=O)NCC(C)O)C=CC(=C2)C(F)(F)F